Cl.N[C@@H](CCCCN)C(=O)OCC=1C=C(C(=C2C=CNC12)C=1N(N=C2C1CN(CC2)C2=NC=C(C=N2)C(F)(F)F)C2=C(C=CC=C2CC)CC)F (4-(2-(2,6-diethylphenyl)-5-(5-(trifluoromethyl)pyrimidin-2-yl)-4,5,6,7-tetrahydro-2H-pyrazolo[4,3-c]pyridin-3-yl)-5-fluoro-1H-indol-7-yl)methyl L-lysinate hydrochloride